tert-Butyl N-[(1S)-2-[(E)-dimethylaminomethyleneamino]-1-methyl-2-oxo-ethyl]carbamate CN(C)\C=N\C([C@H](C)NC(OC(C)(C)C)=O)=O